OCCOCCC[Si](O[Si](CCCOCCO)(C)C)(C)C 1,3-bis(3-hydroxyethoxypropyl)tetramethyldisiloxane